(S)-7-((2,4-difluorophenyl)ethynyl)-3,4,11,11a-tetrahydropyrimido[6',1':2,3]imidazo[5,1-c][1,4]oxazin-9(1H)-one FC1=C(C=CC(=C1)F)C#CC1=NC(N2C(N3[C@H](COCC3)C2)=C1)=O